1-(r-butyl) 2,4-diethyl (2S,4R)-4-(cyanomethyl)pyrrolidine-1,2,4-tricarboxylate C(#N)C[C@@]1(C[C@H](N(C1)C(=O)OCCCC)C(=O)OCC)C(=O)OCC